isopropyl-2-nitroaniline C(C)(C)NC1=C(C=CC=C1)[N+](=O)[O-]